2,6-difluoro-3,4-lutidine FC1=NC(=CC(=C1C)C)F